2,3,6-Tribromo-4,5-dihydroxybenzaldehyde BrC1=C(C=O)C(=C(C(=C1Br)O)O)Br